C(C)CN(C)[Hf] (ethyldimethylamino)hafnium